Cl.O[C@@]1([C@@H](CC[C@H](C1)C)C(C)C)C(=O)NCC(C(=O)OCCN)C1=CC=CC=C1 2-aminoethyl 3-((1S,2S,5R)-1-hydroxy-2-isopropyl-5-methylcyclohexane-1-carboxamido)-2-phenylpropanoate hydrochloride